(R)-3-(5-(((methoxycarbonyl)amino)methyl)pyridin-3-yl)-3-(5-(2-(5,6,7,8-tetrahydro-1,8-naphthyridin-2-yl)ethoxy)-1H-indazol-1-yl)propanoic acid COC(=O)NCC=1C=C(C=NC1)[C@@H](CC(=O)O)N1N=CC2=CC(=CC=C12)OCCC1=NC=2NCCCC2C=C1